C1=CC=C(C=2SC3=C(C21)C=CC=C3)C3=CC=C(N)C=C3 4-(dibenzo[b,d]thiophen-4-yl)aniline